1-((1-(3-Cyclobutylpropanoyl)-4-hydroxy-3,3-dimethylpiperidin-4-yl)methyl)-N-isopropyl-N-methyl-6-oxo-4-phenyl-1,6-dihydropyridine-3-carboxamide C1(CCC1)CCC(=O)N1CC(C(CC1)(O)CN1C=C(C(=CC1=O)C1=CC=CC=C1)C(=O)N(C)C(C)C)(C)C